ClC1=NC(=C2N=CN(C2=N1)COCC[Si](C)(C)C)C1=C(C=C(C=C1)C(F)(F)F)F 2-chloro-6-(2-fluoro-4-(trifluoromethyl)phenyl)-9-((2-(trimethylsilyl)ethoxy)methyl)-9H-purine